ClC=1C(=C(C(=O)O)C=CC1)C=O 3-CHLORO-2-FORMYLBENZOIC ACID